2-(2-(ethylthio)-5-(4-fluorophenyl)pyrazolo[1,5-a]pyrimidin-3-yl)-3-methyl-6-(trifluoromethyl)-3H-imidazo[4,5-b]pyridine C(C)SC1=NN2C(N=C(C=C2)C2=CC=C(C=C2)F)=C1C1=NC=2C(=NC=C(C2)C(F)(F)F)N1C